N1(CCCCCC1)C=1N=C(C2=C(C=NNC2=O)N1)NC1=CC=C(C=C1)N1CCOCC1 2-(azepan-1-yl)-4-((4-morpholinophenyl)amino)pyrimido[4,5-d]pyridazin-5(6H)-one